COCCOCCOCC1C2C=CC(C1)C2 5-((2-(2-methoxyethoxy)ethoxy)-methyl)bicyclo[2.2.1]Hept-2-ene